CS(=O)(=O)OCC#CC(=O)N[C@H]1CN(CCC1)CC1=CC(=NC=C1)C(NC1=CC=C(C=C1)C1=CC2=C(N=CN=C2N2CCOCC2)N1)=O (R)-4-((1-((2-((4-(4-morpholino-7H-pyrrolo[2,3-d]pyrimidin-6-yl)phenyl)carbamoyl)pyridin-4-yl)methyl)piperidin-3-yl)amino)-4-oxobut-2-yn-1-yl methanesulfonate